(E)-2-methyl-4-(2-(phenylsulfonyl)vinyl)-2,4-dihydro-3H-1,2,4-triazol-3-one CN1N=CN(C1=O)\C=C\S(=O)(=O)C1=CC=CC=C1